rac-N-{(5S,6S)-2-methyl-3-oxo-5-[(2,3',5'-trifluoro[1,1'-biphenyl]-3-yl)methyl]-2,3,5,6,7,8-hexahydroimidazo[1,5-a]pyridin-6-yl}methanesulfonamide CN1C(N2C(CC[C@@H]([C@@H]2CC=2C(=C(C=CC2)C2=CC(=CC(=C2)F)F)F)NS(=O)(=O)C)=C1)=O |r|